CN(C(OCC1=CC(=CC(=C1)C(F)(F)F)C(F)(F)F)=O)C1CCC2=CC(=CC=C12)\C=C\C(NOC1OCCCC1)=O 3,5-bis(trifluoromethyl)benzyl (E)-methyl(5-(3-oxo-3-(((tetrahydro-2H-pyran-2-yl)oxy)amino)prop-1-en-1-yl)-2,3-dihydro-1H-inden-1-yl)carbamate